Ethoxynonafluorobutane C(C)OC(C(C(C(F)(F)F)(F)F)(F)F)(F)F